NC1=C(C(=O)O)C=C(C=C1C)C=NO 2-amino-5-((hydroxyimino)methyl)-3-methylbenzoic acid